N,N'-dihydroxyethyl-imidazole bromide [Br-].ON1C(N(C=C1)O)CC